C(=O)O.ClC1=CC=2[C@H]3[C@@H](CN(C2C(=C1)C1=C2C(=NC=C1)C=C(S2)CN2C(CCC2=O)=O)[C@@H]2CNC1(CCC1)C2)C3 1-((7-((1aS,7bR)-6-chloro-3-((S)-5-azaspiro[3.4]octan-7-yl)-1a,2,3,7b-tetrahydro-1H-cyclopropa[c]quinolin-4-yl)thieno[3,2-b]pyridin-2-yl)methyl)pyrrolidine-2,5-dione, formic acid salt